acryloxytridecyldiiodomethylsilane C(C=C)(=O)OCCCCCCCCCCCCC[SiH2]C(I)I